NC1=C(C2=C(S1)CCCC2(C(=O)ONC(C2=CC=C(C=C2)C=2N(C=C(N2)C(F)(F)F)C)=N)C)C#N N-((2-amino-3-cyano-4-methyl-4,5,6,7-tetrahydrobenzo[b]thiophene-4-carbonyl)oxy)-4-(1-methyl-4-(trifluoromethyl)-1H-imidazol-2-yl)benzimidamide